4-((4-(2-amino-7H-pyrrolo[2,3-d]pyrimidin-7-yl)pyridin-2-yl)ethynyl)tetrahydro-2H-pyran-4-ol NC=1N=CC2=C(N1)N(C=C2)C2=CC(=NC=C2)C#CC2(CCOCC2)O